S(=O)(=O)(O)OC(C)NCC ethylaminoethanol sulfate